7-(Hydroxymethyl)-N-(5-(methylthio)-1,3,4-thiadiazol-2-yl)benzo[c]isoxazole-3-carboxamide OCC1=CC=CC=2C1=NOC2C(=O)NC=2SC(=NN2)SC